(2s,4r)-4-(2-(benzyloxy)ethoxy)pyrrolidine-1,2-dicarboxylic acid 1-(tert-butyl) 2-methyl ester COC(=O)[C@H]1N(C[C@@H](C1)OCCOCC1=CC=CC=C1)C(=O)OC(C)(C)C